3,5-dibromo-4-(2,2-dimethylpropyl)pyridin-2-amine BrC=1C(=NC=C(C1CC(C)(C)C)Br)N